ClC=1C=C(C=CC1)NCC1CCCC1 (3-Chlorophenyl)(cyclopentyl)methylamine